N[C@@H](C(=O)N1CC2=CC=CC=C2CC1C(=O)NC(C(=O)O)C)CC1=C(C=C(C=C1C)O)C 2-({2-[(R)-2-Amino-3-(4-hydroxy-2,6-dimethyl-phenyl)-propionyl]-1,2,3,4-tetrahydro-isoquinoline-3-carbonyl}-amino)-propionic acid